BrC1=CC=C(C=C1)C(CNC(OC)=O)(C)C methyl (2-(4-bromophenyl)-2-methylpropyl)carbamate